1-(2-aminoethyl)-N-(6-chloro-4-methoxypyridin-3-yl)-3-(2-isopropylphenyl)azetidine-3-carboxamide NCCN1CC(C1)(C(=O)NC=1C=NC(=CC1OC)Cl)C1=C(C=CC=C1)C(C)C